FC=1C(=NC(=NC1)NC1=NC=C(C=C1)N1CCNCC1)C=1C=C2C=CC=NC2=CC1 5-Fluoro-N-(5-(piperazin-1-yl)pyridin-2-yl)-4-(quinolin-6-yl)pyrimidin-2-amine